NC1=C2N=CN(C2=NC(=N1)F)[C@H]1C[C@@H]([C@@](O1)(C#C)CO[P@](=O)(OC1=CC=CC=C1)N[C@@H](C)C(=O)OCC(CC)CC)OC(=O)OC(CCC)CCC 2-ethylbutyl ((S)-(((2R,3S,5R)-5-(6-amino-2-fluoro-9H-purin-9-yl)-2-ethynyl-3-(((heptan-4-yloxy)carbonyl)oxy)tetrahydrofuran-2-yl)methoxy)(phenoxy)phosphoryl)-L-alaninate